4-(4-chlorophenyl)-1-(1H-imidazol-1-ylmethyl)pyrrolidin-2-one ClC1=CC=C(C=C1)C1CC(N(C1)CN1C=NC=C1)=O